N-[1-(1-{2-[4-(2,3-dimethylphenyl)piperazin-1-yl]-2-oxoethyl}-1,4,5,6-tetrahydrocyclopenta[c]pyrazole-3-carbonyl)piperidin-4-yl]urea CC1=C(C=CC=C1C)N1CCN(CC1)C(CN1N=C(C2=C1CCC2)C(=O)N2CCC(CC2)NC(=O)N)=O